2-Methyl-6-(6-(((tetrahydro-2H-pyran-4-yl)amino)methyl)pyridazin-3-yl)-3-(trifluoromethyl)phenol CC1=C(C(=CC=C1C(F)(F)F)C=1N=NC(=CC1)CNC1CCOCC1)O